(1s,3s,4s)-3-hydroxy-4-methylcyclohexylcarbamate O[C@H]1C[C@H](CC[C@@H]1C)NC([O-])=O